N,N-dihydroxyisopropyl-N-tetradecylammonium bromide [Br-].O[N+](CCCCCCCCCCCCCC)(O)C(C)C